BrC1=C(CC2(COC2)C(=O)OC)C=C(C=C1)F methyl 3-(2-bromo-5-fluorobenzyl)oxetane-3-carboxylate